N-(4-cyano-2-fluoro-phenyl)-5-(2,5-dimethylphenyl)-1H-pyrrole-3-sulfonamide C(#N)C1=CC(=C(C=C1)NS(=O)(=O)C1=CNC(=C1)C1=C(C=CC(=C1)C)C)F